butyl nicotinate (Butyl nicotinate) C(CCC)C1=C(C(=O)O)C=CC=N1.C(C1=CN=CC=C1)(=O)OCCCC